2-hydroxy-N-(2-(2-oxoindol-5-yl)ethyl)propanamide OC(C(=O)NCCC1=CC2=CC(N=C2C=C1)=O)C